ClC1=C(C=C(C(=C1)Cl)N1N=C(N(C1=O)C(F)F)C)NS(=O)(=O)C N-[2,4-dichloro-5-[4-(difluoromethyl)-3-methyl-5-oxo-1,2,4-triazole-1-yl]phenyl]methanesulphonamide